methyl (S)-2-((tert-butoxycarbonyl)amino)-6,6,6-trifluoro-5,5-dimethylhexanoate C(C)(C)(C)OC(=O)N[C@H](C(=O)OC)CCC(C(F)(F)F)(C)C